N(=[N+]=[N-])CCOCCOCCOCCNC(OCC1C2=CC=CC=C2C=2C=CC=CC12)=O (9H-fluoren-9-yl)methyl (2-(2-(2-(2-azidoethoxy)ethoxy)ethoxy)ethyl)carbamate